C1(=CC=C(C=C1)CC(=O)N)CC(=O)N (4,1-phenylen)diacetamid